C(C)(C)(C)C1=CC=CC2=C(C3=CC=CC=C3C=C12)OC(=O)C1C(CC=CC1)C(=O)O 4-(tert-butyl)-9-[2-carboxy(4-cyclohexenyl)]carbonyloxyanthracene